ClC1=C(C(=NC=C1)N1CCN(C2(CC2)C1)C(CN1N=C(C=2CCCCC12)C(=O)N1CCC(CC1)O)=O)C 1-(7-(4-chloro-3-methylpyridin-2-yl)-4,7-diazaspiro[2.5]octan-4-yl)-2-(3-(4-hydroxypiperidine-1-carbonyl)-4,5,6,7-tetrahydro-1H-indazol-1-yl)ethanone